ClC1=NC(=NC=N1)OC=1C=C2C=CNC2=CC1 5-[(4-chloro-1,3,5-triazin-2-yl)oxy]-1H-indole